2-(2-Bromo-5-chlorophenyl)-4,6-diphenyl-1,3,5-triazine BrC1=C(C=C(C=C1)Cl)C1=NC(=NC(=N1)C1=CC=CC=C1)C1=CC=CC=C1